2-[2-[2-[2-(2-tert-butoxy-2-oxo-ethoxy)ethoxy]ethoxy]ethoxy]acetic acid C(C)(C)(C)OC(COCCOCCOCCOCC(=O)O)=O